thiolphosphonic acid C1=CSC(=C1)P(=O)(O)O